2,2-dithiodiethanol C(CSSCCO)O